methyl 2-[[(4R)-2-[[2-chloro-3-[2-chloro-3-(3-fluoro-4-formyl-5-methoxy-phenyl)phenyl]phenyl]carbamoyl]-4,5,6,7-tetrahydropyrazolo[1,5-a]pyridin-4-yl]amino]acetate ClC1=C(C=CC=C1C1=C(C(=CC=C1)C1=CC(=C(C(=C1)OC)C=O)F)Cl)NC(=O)C1=NN2C([C@@H](CCC2)NCC(=O)OC)=C1